1-[3-(4-morpholinyl)-2-hydroxypropyl]-2-methyl-5-nitro-1H-Imidazole N1(CCOCC1)CC(CN1C(=NC=C1[N+](=O)[O-])C)O